N-(4-(2-(((1r,4r)-4-aminocyclohexyl)amino)-8-ethylquinazolin-6-yl)-3-(trifluoromethyl)phenyl)-2-chlorobenzenesulfonamide, formate salt C(=O)O.NC1CCC(CC1)NC1=NC2=C(C=C(C=C2C=N1)C1=C(C=C(C=C1)NS(=O)(=O)C1=C(C=CC=C1)Cl)C(F)(F)F)CC